[Si](OCCCC1=CC=CC=C1)(OC)(OC)OO[SiH3] phenylpropyl dimethyl siloxy silicate